C\C(=C/CC=1C(=C(C(=O)O)C(=CC1O)CCCCCC)O)\CCC=C(C)C 3-[(2E)-3,7-dimethylocta-2,6-dien-1-yl]-6-hexyl-2,4-dihydroxybenzoic acid